(6S,9R)-N-(3-chloro-4-(trifluoromethoxy)phenyl)-3-oxo-3,5,6,7,8,9-hexahydro-2H-6,9-epiminocyclohepta[c]pyridine-10-carboxamide ClC=1C=C(C=CC1OC(F)(F)F)NC(=O)N1[C@@H]2CC=3C(=CNC(C3)=O)[C@H]1CC2